FC(OC1=CC2=C(N=C(O2)C=2C(=C(C=CC2)C2=C(C(=CC=C2)C=2OC3=C(N2)C=C(C(=C3)OC(F)F)CN3CC(C3)=C)C)C)C=C1CN1[C@@H](CCC1)C(=O)O)F ((6-(difluoromethoxy)-2-(3'-(6-(difluoromethoxy)-5-((3-methyleneazetidin-1-yl)methyl)benzo[d]oxazol-2-yl)-2,2'-dimethyl-[1,1'-biphenyl]-3-yl)benzo[d]oxazol-5-yl)methyl)-L-proline